tert-butyl 3-bromo-2-(2,6-diethylphenyl)-6,7-dihydro-2H-pyrazolo[4,3-c]pyridine-5(4H)-carboxylate BrC=1N(N=C2C1CN(CC2)C(=O)OC(C)(C)C)C2=C(C=CC=C2CC)CC